C(C)(C)(C)OC(=O)N1CCN(CC1)C=1C=CC=2N(C(C=C(N2)C2=CC(=C(C=C2)O)F)=O)C1 4-(2-(3-fluoro-4-hydroxyphenyl)-4-oxo-4H-pyrido[1,2-a]pyrimidin-7-yl)piperazine-1-carboxylic acid tert-butyl ester